CC(CC(C=O)NC(=O)[O-])C 4-methyl-1-oxo-2-pentan-carbamate